N-(Benzyl-oxycarbonyloxy)succinimide [3-(4-bromo-5-methyl-triazol-1-yl)cyclobutyl]4-nitrobenzoate BrC=1N=NN(C1C)C1CC(C1)OC(C1=CC=C(C=C1)[N+](=O)[O-])=O.C(C1=CC=CC=C1)OC(=O)ON1C(CCC1=O)=O